(S)-N-(1-amino-3-hydroxy-1-oxopropan-2-yl)-2-(difluoromethyl)-5-((2-methylthiazol-5-yl)methoxy)benzofuran-3-carboxamide NC([C@H](CO)NC(=O)C1=C(OC2=C1C=C(C=C2)OCC2=CN=C(S2)C)C(F)F)=O